(2S)-2-amino-1-(pyrrolidin-1-yl)propan-1-one hydrochloride Cl.N[C@H](C(=O)N1CCCC1)C